8-(hydroxy(2-methoxyphenyl)methyl)-4-methyl-9-(pyridin-3-yl)-2H-furo[2,3-h]chromen-2-one OC(C1=C(C=2C(=CC=C3C(=CC(OC23)=O)C)O1)C=1C=NC=CC1)C1=C(C=CC=C1)OC